F[C@H]1[C@](C[C@@]2(CO2)CC1)(C)CN1C=NC2=C1C=C(C=C2)C#N (((3r,5s,6r)-6-fluoro-5-methyl-1-oxaspiro[2.5]oct-5-yl)methyl)-1H-benzo[d]imidazole-6-carbonitrile